CN1N=C(C=C1)NC(=O)C1=NC=CC=C1 N-(1-methyl-1H-pyrazol-3-yl)pyridinecarboxamide